BrC1=CC(=C(C=C1)C=1OC2=C(C=CC=C2C(C1)=O)Cl)OCCN1CCS(CC1)(=O)=O 2-[4-bromo-2-[2-(1,1-dioxo-1,4-thiazinan-4-yl)ethoxy]phenyl]-8-chloro-chromen-4-one